C1CC12N(CCOC2)C2=CC=C1C(=N2)N(N=C1C=1C(=C(C(=C(C1)C(F)(F)F)F)O)F)C1COCCC1 3-(6-(7-Oxa-4-azaspiro[2.5]octan-4-yl)-1-(tetrahydro-2H-pyran-3-yl)-1H-pyrazolo[3,4-b]pyridin-3-yl)-2,6-difluoro-5-(trifluoromethyl)phenol